(2S)-2-((2S)-2-((((2-(3-chlorobenzyl)cyclopentyl)oxy)carbonyl)amino)-3-cyclohexylpropionylamino)-3-((S)-2-oxopyrrolidin-3-yl)propanoic acid methyl ester COC([C@H](C[C@H]1C(NCC1)=O)NC([C@H](CC1CCCCC1)NC(=O)OC1C(CCC1)CC1=CC(=CC=C1)Cl)=O)=O